sodium (S)-tetrahydrofuran-3-ol O1C[C@H](CC1)O.[Na]